CN1N=CC(=C1)C=1C=C2C=NC=NN2C1 6-(1-methyl-1H-pyrazol-4-yl)pyrrolo[2,1-f][1,2,4]Triazine